N1(C=NC=C1)C=1C=C(CN(CCC2=CC=C(C=C2)N2N=C(N=N2)C2=C(C=C(C(=C2)OC)OC)NC(=O)C=2OC3=CC(=CC=C3C(C2)=O)C)CC=2C=C3C=NN(C3=CC2)C)C=CC1 N-(2-(2-(4-(2-((3-(1H-Imidazol-1-yl)benzyl)((1-methyl-1H-indazol-5-yl)methyl)amino)ethyl)phenyl)-2H-tetrazol-5-yl)-4,5-dimethoxyphenyl)-7-methyl-4-oxo-4H-chromene-2-carboxamide